1-(4-tert-butyl-phenyl)-3-(2,6-dimethoxystyryl)-5-(2,6-dimethoxyPhenyl)-pyrazoline C(C)(C)(C)C1=CC=C(C=C1)N1NC(=CC1C1=C(C=CC=C1OC)OC)C=CC1=C(C=CC=C1OC)OC